Cl.Cl.BrC=1C=CC=2C(=C(C3=CC=CC=C3C2C1)N)N 3-bromo-9,10-phenanthrenediamine dihydrochloride